Cl.C(C1=CC=CC=C1)ON O-benzylhydroxylamine HCl salt